2,5-Dioxopyrrolidin-1-yl 6-{bis[2-(bis{2-[(α-D-mannopyranosyl)oxy] ethyl} amino)-2-oxoethyl]amino}-6-oxohexanoate [C@H]1([C@@H](O)[C@@H](O)[C@H](O)[C@H](O1)CO)OCCN(C(CN(C(CCCCC(=O)ON1C(CCC1=O)=O)=O)CC(N(CCO[C@@H]1[C@@H](O)[C@@H](O)[C@H](O)[C@H](O1)CO)CCO[C@@H]1[C@@H](O)[C@@H](O)[C@H](O)[C@H](O1)CO)=O)=O)CCO[C@@H]1[C@@H](O)[C@@H](O)[C@H](O)[C@H](O1)CO